C1CC12CC(C2)NC(=O)NCC2=CC(=CC=C2)C(F)(F)F 1-Spiro[2.3]hex-5-yl-3-(3-trifluoromethyl-benzyl)-urea